4',5-dichloro-[1,1'-biphenyl]-2-carboxylic acid ClC1=CC=C(C=C1)C=1C(=CC=C(C1)Cl)C(=O)O